3-(3-phenylpropyl)-5-[(2S)-piperidin-2-yl]-1,2,4-oxadiazole C1(=CC=CC=C1)CCCC1=NOC(=N1)[C@H]1NCCCC1